Methyl (3Z)-3-{[(4-{methyl[(4-methylpiperazin-1-yl) acetyl]amino}phenyl)amino](phenyl)methylidene}-2-oxo-2,3-dihydro-1H-indole-6-carboxylate CN(C1=CC=C(C=C1)N\C(=C\1/C(NC2=CC(=CC=C12)C(=O)OC)=O)\C1=CC=CC=C1)C(CN1CCN(CC1)C)=O